NC1=NC=2C=CC(=CC2C2=C1N(N=C2)C)C(=O)N(C(C)C2=NC=CC=N2)CC2=NC=C(C=C2)C#C 4-amino-N-((5-ethynylpyridin-2-yl)methyl)-3-methyl-N-(1-(pyrimidin-2-yl)ethyl)-3H-pyrazolo[3,4-c]quinoline-8-carboxamide